CC=1C=CC(=C(\C=C/2\C(CCCC2)=O)C1)OCCN1CCN(CC1)C (E)-2-(5-methyl-2-(2-(4-methylpiperazin-1-yl)ethoxy)benzylidene)cyclohexan-1-one